1-(6-fluoro-1H-pyrrolo[3,2-b]pyridin-3-yl)-N,N-dimethylmethanamine FC=1C=C2C(=NC1)C(=CN2)CN(C)C